6-(4-fluorophenyl)-8-methoxy-N-((1-methyl-1H-pyrazol-4-yl)methyl)quinazolin-4-amine FC1=CC=C(C=C1)C=1C=C2C(=NC=NC2=C(C1)OC)NCC=1C=NN(C1)C